3-[(5S)-5-(3,5-difluorophenyl)-3-oxo-6,7-dihydro-3H-pyrrolo[2,1-c][1,2,4]triazol-2(5H)-yl]bicyclo[1.1.1]pentane-1-carbonitrile FC=1C=C(C=C(C1)F)[C@@H]1CCC2=NN(C(N21)=O)C21CC(C2)(C1)C#N